ClC=1C(=C(C(=CC1)N1N=NN=C1)C=1C=CC(=[N+](C1)[O-])[C@@H](C[C@H]1C(C1)C)N1N=CC(=C1)C1=NC=NN1C(F)F)F |o1:19,21| 5-(3-Chloro-2-fluoro-6-(1H-tetrazol-1-yl)phenyl)-2-((1R*)-1-(4-(1-(difluoromethyl)-1H-1,2,4-triazol-5-yl)-1H-pyrazol-1-yl)-2-((1S*)-2-methylcyclopropyl)ethyl)pyridine 1-oxide